C(CCCCC)CC(CC(=O)[O-])=O.C(CCCCC)CC(CC(=O)[O-])=O.C(CCCCC)CC(CC(=O)[O-])=O.[Al+3] aluminum tris(hexyl acetoacetate)